3-((4-((2-methyl-4-phenylthiazol-5-yl)oxy)pyridin-2-yl)amino)benzamide 3-[(2,3-dihydrothieno[3,4-b]-[1,4]dioxin-2-yl)methoxy]-1-methyl-1-propanesulfonate potassium salt [K+].O1C=2C(OCC1COCCC(S(=O)(=O)[O-])C)=CSC2.CC=2SC(=C(N2)C2=CC=CC=C2)OC2=CC(=NC=C2)NC=2C=C(C(=O)N)C=CC2